C(C)N1C[C@@H](CCC1)NC1=C2C(=C(N=N1)C1=CC=C(C=C1)C(F)(F)F)SC=C2 |r| (rac)-N-(1-ethyl-3-piperidyl)-7-[4-(trifluoromethyl)phenyl]thieno[2,3-d]pyridazin-4-amine